5-Bromo-6-chloro-3-fluoro-1-((2-(trimethylsilyl)ethoxy)methyl)-1H-pyrrolo[2,3-B]pyridine BrC=1C=C2C(=NC1Cl)N(C=C2F)COCC[Si](C)(C)C